threonyl-D-glutamine N[C@@H]([C@H](O)C)C(=O)N[C@H](CCC(N)=O)C(=O)O